C(C1=CC=CC=C1)(C1=CC=CC=C1)(C1=CC=CC=C1)SCCC(=O)O 3-tritylthio-propanoic acid